N[C@@H]1C(NC2=C(OC1)C=CC=C2F)=O (S)-3-amino-6-fluoro-2,3-dihydrobenzo[b][1,4]oxazepin-4(5H)-one